C(C1=CC=CC=C1)OC1=C2C(=CNC2=C(C=C1)CC=C)C(C(=O)N(C)C)=O 2-[4-(benzyloxy)-7-(2-propenyl)indol-3-yl]-N,N-dimethylglyoxylamide